4-(2-isopropyl-1,2,3,4-tetrahydroisoquinolin-7-yl)-1H-1,2,3-triazole-5-carboxylic acid C(C)(C)N1CC2=CC(=CC=C2CC1)C=1N=NNC1C(=O)O